C(#N)C=1C(=NC(=NC1)NC=1C(=CC(=C(C1)NC(\C=C\CN(C)C)=O)F)OC)C1=CNC2=CC=CC=C12 (E)-N-(5-((5-cyano-4-(1H-indol-3-yl)pyrimidin-2-yl)amino)-2-fluoro-4-methoxyphenyl)-4-(dimethylamino)but-2-enamide